C(CCCCCCCCCCCCCCCCC)OC1=C(C=CC(=C1)N)N octadecyloxy-2,5-diaminobenzene